FC1=C(C=CC(=C1)F)C1=CC(=CC=C1)[C@H](CC(=O)[O-])NC(=O)NC=1C(N(N=CC1[O-])C)=O.[Na+].[Na+] sodium (S)-3-(2',4'-difluorobiphenyl-3-yl)-3-(3-(2-methyl-5-oxido-3-oxo-2,3-dihydropyridazin-4-yl)ureido)propanoate